N1C=NC(=C1)C(=C)C=1C=CC=C2CCNC12 7-[1-(1H-imidazol-4-yl)vinyl]-2,3-dihydro-1H-indole